[Si](C)(C)(C(C)(C)C)OCCOC1=C(C(=NC=C1)C(C)C)N1C(N=C(C2=CC(=C(C=C12)Cl)F)N1C[C@H](N(C[C@@H]1C)C(=O)OC(C)(C)C)C)=O tert-butyl (2R,5S)-4-(1-(4-(2-((tert-butyldimethylsilyl)oxy)ethoxy)-2-isopropylpyridin-3-yl)-7-chloro-6-fluoro-2-oxo-1,2-dihydroquinazolin-4-yl)-2,5-dimethylpiperazine-1-carboxylate